(5-(2-morpholinoethyl)-2-(piperidin-1-yl)phenyl)-5-(1H-pyrazol-4-yl)furan-2-carboxamide O1CCN(CC1)CCC=1C=CC(=C(C1)C1=C(OC(=C1)C=1C=NNC1)C(=O)N)N1CCCCC1